CC(CC)S(=O)(=O)[O-] methyl-2-methyl-ethyl-sulfonate